5-bromo-N-(1,1,1-trifluoro-2-methylpropan-2-yl)-4-(trifluoromethyl)pyridin-2-amine BrC=1C(=CC(=NC1)NC(C(F)(F)F)(C)C)C(F)(F)F